FC(S(=O)(=O)[O-])(F)F trifluoromethanesulphonate